NCCOCCOCCOC1=CC(=C(C=C1)C#CC=1C=CC(=NC1)C(=O)O)NS(=O)(=O)C=1C=CC=C2C=CC=NC12 5-[4-{2-[2-(2-Amino-ethoxy)-ethoxy]-ethoxy}-2-(quinoline-8-sulfonylamino)-phenylethynyl]-pyridine-2-carboxylic acid